5-(3-[[(1R,2S)-2-(4-Fluorophenyl)cyclopropyl](2-propen-1-yl)amino]propyl)-3-(1,1-dioxothiomorpholin-4-yl)-1-[[2-(trimethylsilyl)ethoxy]methyl]pyrazin-2(1H)-one FC1=CC=C(C=C1)[C@H]1[C@@H](C1)N(CCCC=1N=C(C(N(C1)COCC[Si](C)(C)C)=O)N1CCS(CC1)(=O)=O)CC=C